N[C@@H](C)C1=CC(=NC(=N1)N1CCOCC1)NC1=CC=C(C=C1)Cl (S)-6-(1-aminoethyl)-N-(4-chlorophenyl)-2-morpholinopyrimidin-4-amine